methyl-methacrylic acid methyl-methacrylate COC(C(=C)C)=O.CC=C(C(=O)O)C